4-(bromomethyl)-5-phenyl-1,3-dioxol-2-one BrCC=1OC(OC1C1=CC=CC=C1)=O